(Z)-3-(3-amino-2-methyl-4,5-dihydro-cyclopenta[b]pyrrol-6(1H)-ylidene)-5-fluoroindol-2-one NC=1C2=C(NC1C)\C(\CC2)=C\2/C(NC1=CC=C(C=C21)F)=O